[5,7-difluoro-2-(4-fluorophenyl)-1H-indol-3-yl]spiro[3.3]heptane-2-carboxylic acid FC=1C=C2C(=C(NC2=C(C1)F)C1=CC=C(C=C1)F)C1C(CC12CCC2)C(=O)O